methyl 4-amino-3-(((1-ethyl-1H-imidazol-5-yl)methyl)amino)benzoate NC1=C(C=C(C(=O)OC)C=C1)NCC1=CN=CN1CC